C(=O)(O)C1C(CCC1)CC(=O)O Carboxy-2-cyclopentaneacetic acid